O=C1NC(CCC1N1C(C2=CC=CC(=C2C1=O)N1CCN(CC1)C(=O)C=1C=C(C=CC1)C(NC(CCC)=O)C1=CC(=C2C=CC=NC2=C1O)C)=O)=O N-((3-(4-(2-(2,6-dioxopiperidin-3-yl)-1,3-dioxoisoindolin-4-yl)piperazine-1-carbonyl)-phenyl)(8-hydroxy-5-methylquinolin-7-yl)methyl)butyramide